BrC=1N=CC=2NC(NC=3C(=NN(C3C2C1)COCC[Si](C)(C)C)Cl)C1=C(C=CC=C1F)Cl 2-[[13-bromo-5-chloro-8-(2-chloro-6-fluoro-phenyl)-3,4,7,9,12-pentazatricyclo[8.4.0.02,6]tetradeca-1(10),2(6),4,11,13-pentaen-3-yl]methoxy]ethyl-trimethyl-silane